C1(=CC=CC=C1)C(=C)NC(C[2H])=O N-(1-phenylvinyl)acetamide-2-d